2-(3,5-dichloro-4-(4-hydroxy-3-isopropylbenzyl)phenyl)acetyl chloride ClC=1C=C(C=C(C1CC1=CC(=C(C=C1)O)C(C)C)Cl)CC(=O)Cl